1-(6-oxo-5-(trifluoromethyl)-1,6-dihydropyridazin-4-yl)azetidin O=C1C(=C(C=NN1)N1CCC1)C(F)(F)F